tert-butyl (3R,5R)-5-((6-chloropyrazin-2-yl)oxy)-3-methylazepane-1-carboxylate ClC1=CN=CC(=N1)O[C@@H]1C[C@H](CN(CC1)C(=O)OC(C)(C)C)C